4-[3,4-dimethyl-2-(4-methyl-1H-imidazol-2-yl)phenyl]-1,3-thiazole CC=1C(=C(C=CC1C)C=1N=CSC1)C=1NC=C(N1)C